ClC1=CC(=C(C=C1OC)NC=1C2=C(N=CN1)C=CC(=N2)N2[C@@H]1CN([C@H](C2)C1)C(C=C)=O)F 1-((1S,4S)-5-(4-((4-chloro-2-fluoro-5-methoxyphenyl)amino)pyrido[3,2-d]pyrimidin-6-yl)-2,5-diazabicyclo[2.2.1]heptan-2-yl)prop-2-en-1-one